N-[3-(1-Methyl-4-piperidyl)-4-methoxyphenyl]-2'-methyl-4'-(5-methyl-1,2,4-oxadiazol-3-yl)biphenyl-4-carboxamide oxalate C(C(=O)O)(=O)O.CN1CCC(CC1)C=1C=C(C=CC1OC)NC(=O)C1=CC=C(C=C1)C1=C(C=C(C=C1)C1=NOC(=N1)C)C